FC(C1=CC=CC(=N1)CNC(=O)[C@@H]1CC12CCN(CC2)C(=O)OC(C(F)(F)F)C(F)(F)F)(F)F |r| 1,1,1,3,3,3-Hexafluoropropan-2-yl (±)-1-(((6-(trifluoromethyl)pyridin-2-yl)methyl)carbamoyl)-6-azaspiro[2.5]octan-6-carboxylat